C(C)(C)[NH2+]C(C)C di(isopropyl)ammonium